N1(C=NC=C1)CC1=CC(=CC=C1)CN1C=NC=C1 1,3-bis((1H-imidazol-1-yl)methyl)benzene